[Li].[SH2]=N sulfimide lithium